CN(C1CC2(CN(C2)C(=O)C2=NN(C=C2)C)C1)C=1C2=C(N=CN1)NC=C2 (6-(methyl(7H-pyrrolo[2,3-d]pyrimidin-4-yl)amino)-2-azaspiro[3.3]heptan-2-yl)(1-methyl-1H-pyrazol-3-yl)methanone